2-(2-iodo-7-isopropyl-oxopyrazolo[1,5-d][1,2,4]triazin-5(4H)-yl)-N-(pyrimidin-4-yl)acetamide IC1=NN2C(=NN(C(C2=C1)=O)CC(=O)NC1=NC=NC=C1)C(C)C